C(#N)CCOCC(CCCCCOCCC#N)OCCC#N 1,2,7-tris(cyanoethoxy)heptan